N-[(4,5-difluoro-1-{[2-(trimethylsilyl)ethoxy]methyl}-1H-benzimidazol-2-yl)methyl]-8-ethyl-N-(4-methoxybenzyl)-2-(4-methylpiperazin-1-yl)pyrazolo[1,5-a][1,3,5]triazin-4-amine FC1=C(C=CC=2N(C(=NC21)CN(C2=NC(=NC=1N2N=CC1CC)N1CCN(CC1)C)CC1=CC=C(C=C1)OC)COCC[Si](C)(C)C)F